NC1=CC2=C(N=C(S2)/C=C/C=2C=CC(=C(C2)NC(OC(C)(C)C)=O)OCOC)C=C1C tert-butyl (E)-(5-(2-(6-amino-5-methylbenzo[d]thiazol-2-yl)vinyl)-2-(methoxymethoxy)phenyl)carbamate